(R)-N-(1-(5-fluoro-2-(2,2,2-trifluoroethoxy)phenyl)ethyl)-3-(1-methyl-1H-pyrazol-4-yl)pyrazolo[1,5-a]pyrimidin-5-amine FC=1C=CC(=C(C1)[C@@H](C)NC1=NC=2N(C=C1)N=CC2C=2C=NN(C2)C)OCC(F)(F)F